C(C)N(CCC)C(CC=C[SiH3])N(CC)CCC bis(ethyl-n-propylamino)ethylvinylsilane